FC1=C2C=CN(C2=C(C=C1)C(=O)NC1CC2(CC(C2)C(=O)O)C1)CC1=CC=C(C=C1)C1=CC(=C(C=C1)F)OC (racemic)-6-(4-fluoro-1-((4'-fluoro-3'-methoxy-[1,1'-biphenyl]-4-yl)methyl)-1H-indole-7-carboxamido)spiro[3.3]heptane-2-carboxylic acid